ClC1=CC=C(C=C1)C1=CN(CC2=C1N=C(N=C2)NCC(F)(F)F)C=2C=C1C=CC=NC1=CC2 8-(4-chlorophenyl)-6-(quinolin-6-yl)-2-((2,2,2-trifluoroethyl)amino)pyrido[4,3-d]pyrimidin